2-(4-chlorophenyl)[1,2,4]triazolo[1,5-c]quinazolin-5(6H)-one ClC1=CC=C(C=C1)C1=NN2C(NC=3C=CC=CC3C2=N1)=O